C1OCC12CN(C2)C2COC1(C2)CCN(CC1)S(=O)(=O)C1=C(C=C(C#N)C=C1)Cl 4-((3-(2-Oxa-6-azaspiro[3.3]heptan-6-yl)-1-oxa-8-azaspiro[4.5]decan-8-yl)sulfonyl)-3-chlorobenzonitrile